phenyl-propionamide C1(=CC=CC=C1)C(C(=O)N)C